CC1([C@@H](CC(O1)=O)C=CC)C (S)-5,5-dimethyl-4-(1-propenyl)dihydrofuran-2(3H)-one